4-((5-chloro-4-(1-isopropyl-1H-pyrazol-4-yl)pyrimidin-2-yl)amino)-3-methoxy-N-(1-methyl-1H-pyrazol-4-yl)benzamide ClC=1C(=NC(=NC1)NC1=C(C=C(C(=O)NC=2C=NN(C2)C)C=C1)OC)C=1C=NN(C1)C(C)C